1,3,6,8-tetramethylcarbazole CC1=CC(=CC=2C3=CC(=CC(=C3NC12)C)C)C